(+/-)-tert-butyl 3-(2-chlorophenyl)-1,4-diazepane-1-carboxylate ClC1=C(C=CC=C1)[C@@H]1CN(CCCN1)C(=O)OC(C)(C)C |r|